4-Amino-N-(4-(methoxymethyl)phenyl)-7-(1-methylcyclopropyl)-6-(prop-1-yn-1-yl)-7H-pyrrolo[2,3-d]pyrimidine-5-carboxamide NC=1C2=C(N=CN1)N(C(=C2C(=O)NC2=CC=C(C=C2)COC)C#CC)C2(CC2)C